[Cl-].CCC(CCCCCCCCCCCCCCC)[NH+](C)C 3-octadecyl-dimethyl-ammonium chloride